tert-butyl (S)-(1-(3-methyl-5-(1-methyl-1,2,3,4-tetrahydroquinolin-7-yl)thiophene-2-carbonyl)pyrrolidin-3-yl)carbamate CC1=C(SC(=C1)C1=CC=C2CCCN(C2=C1)C)C(=O)N1C[C@H](CC1)NC(OC(C)(C)C)=O